CN(CCCNC(=O)NCCCN(C)C)C N,N'-bis-[3-(dimethyl-amino)propyl]urea